CN[C@@H](CC1=CC=CC=C1)C(=O)O Nα-methylphenylalanine